tert-butyl (octahydrocyclopenta[c]pyrrol-5-yl)carbamate C1NCC2C1CC(C2)NC(OC(C)(C)C)=O